5-((1,4-dimethyl-1H-pyrazol-3-yl)oxy)-3-(pyridin-4-yl)thieno[3,2-b]pyridine CN1N=C(C(=C1)C)OC1=CC=C2C(=N1)C(=CS2)C2=CC=NC=C2